caprylate disodium [Na+].[Na+].C(CCCCCCC)(=O)[O-].C(CCCCCCC)(=O)[O-]